(S)-(S)-(S)-(S)-(5-(tert-butoxy)-2-((tert-butoxycarbonyl)amino)-5-oxopentanoyl)glycylglycylglycylglycine C(C)(C)(C)OC(CC[C@@H](C(=O)NCC(=O)NCC(=O)NCC(=O)NCC(=O)O)NC(=O)OC(C)(C)C)=O